BrC1=CC=C(C=C1)N1N=C(C(=C1)C1=CC=C(C=C1)F)[C@@H]1OCC(N1CCC1=CC2=CC(N=C2C=C1)=O)=O (2S)-2-(1-(4-bromophenyl)-4-(4-fluorophenyl)-1H-pyrazol-3-yl)-3-(2-(2-oxoindol-5-yl)ethyl)oxazolidin-4-one